4-(6-Methyl-1,2,3,4-tetrahydroquinolin-2-yl)benzenesulfonamide CC=1C=C2CCC(NC2=CC1)C1=CC=C(C=C1)S(=O)(=O)N